O[Ti](OCC)(OCC)OCC monohydroxytriethoxytitanium